C(N)(O[C@H]1C(N(C[C@@H](C1)O)C=1C2=C(N=C(N1)Cl)C(=C(N=C2)Cl)F)C(C)(C)C)=O tert-Butyl-((3R,5R)-1-(2,7-dichloro-8-fluoropyrido[4,3-d]pyrimidin-4-yl)-5-hydroxypiperidin-3-yl) Carbamate